(2S,3S,4R,5R)-5-(2-(5-chloropyridin-3-yl)-6-(methylamino)-9H-purin-9-yl)-N-ethyl-3,4-dihydroxyltetrahydrothiophen-2-formamide 1,1-dioxide ClC=1C=C(C=NC1)C1=NC(=C2N=CN(C2=N1)[C@H]1[C@@H]([C@@H]([C@H](S1(=O)=O)C(=O)NCC)O)O)NC